platinum bis(propylenediamine) sulfate S(=O)(=O)([O-])[O-].C(C(C)N)N.C(C(C)N)N.[Pt+2]